cyclopropyl-3-iodo-4,5,6,7-tetrahydropyrazolo[1,5-a]pyridine-6-carboxamide C1(CC1)C1=NN2C(CCC(C2)C(=O)N)=C1I